(1r,3r)-3-(4-fluoro-3-(trifluoromethyl)phenoxy)-N-((7-fluoroquinazolin-8-yl)methyl)cyclobutan-1-amine FC1=C(C=C(OC2CC(C2)NCC=2C(=CC=C3C=NC=NC23)F)C=C1)C(F)(F)F